BrC1=C2C=NN(C2=CC(=C1C1C(C1)(F)F)Cl)C1OCCCC1 4-bromo-6-chloro-5-(2,2-difluorocyclopropyl)-1-(tetrahydro-2H-pyran-2-yl)-1H-indazole